N[C@@H]1C\C=C/CC(S[C@@H]2[C@@H]([C@H]([C@H]([C@@H]1O2)O)O)O)CO (1R,8R,9R,10R,11S,12R,Z)-8-amino-3-(hydroxymethyl)-13-oxa-2-thiabicyclo[7.3.1]tridec-5-ene-10,11,12-triol